N-(5-sulfamoyl-1,3,4-thiadiazol-2-yl)acetamide 2-(4-(4,6-diphenyl-1,3,5-triazin-2-yl)-3-hydroxyphenoxy)ethyl-methacrylate C1(=CC=CC=C1)C1=NC(=NC(=N1)C1=CC=CC=C1)C1=C(C=C(OCCOC(C(=C)C)=O)C=C1)O.S(N)(=O)(=O)C1=NN=C(S1)NC(C)=O